(R)-5-(2-(dimethylamino)ethoxy)-2-methyl-N-(1-(2-(4-methylthiazol-5-yl)quinolin-4-yl)ethyl)benzamide CN(CCOC=1C=CC(=C(C(=O)N[C@H](C)C2=CC(=NC3=CC=CC=C23)C2=C(N=CS2)C)C1)C)C